C(CCC)[Si](OC)(OC)C1=CC=CC=C1 butylphenyldimethoxy-silan